5-isopropoxy-2-(piperazin-1-yl)-N-(pyrazolo[1,5-a]pyrimidin-3-yl)benzo[d]thiazole-6-carboxamide C(C)(C)OC=1C(=CC2=C(N=C(S2)N2CCNCC2)C1)C(=O)NC=1C=NN2C1N=CC=C2